OCC1CCC(CC1)N1N=C2C=C(C(=CC2=C1)[N+](=O)[O-])O 2-((1r,4r)-4-(hydroxymethyl)cyclohexyl)-5-nitro-2H-indazol-6-ol